CN(C(=O)C1=CC=C(N1)C=1C=C(C2=CC=CC=C2C1)C1(CC1)NC(=O)C=1C=C(C=CC1C)N1CCN(CC1)C(=O)OC(C)(C)C)C tert-butyl 4-(3-((1-(3-(5-(dimethylcarbamoyl)-1H-pyrrol-2-yl)naphthalen-1-yl)cyclopropyl)carbamoyl)-4-methylphenyl)piperazine-1-carboxylate